C1(CC1)CN1CCC(CC1)(C(=O)N[C@@H](C)C1=CC=C(C(=O)O)C=C1)NCCOC1=CC=CC=C1 4-[(1S)-1-[[1-(cyclopropylmethyl)-4-(2-phenoxyethylamino)piperidine-4-carbonyl]amino]ethyl]benzoic acid